(6R,25R)-6,25-bis(1-((tert-butyldimethylsilyl)oxy)-2-methylpropan-2-yl)-4,7,11,20,24,27-hexaoxo-5,26-dioxa-15,16-dithia-8,12,19,23-tetraazatriacontanedioic acid [Si](C)(C)(C(C)(C)C)OCC(C)(C)[C@@H](OC(CCC(=O)O)=O)C(NCCC(NCCSSCCNC(CCNC([C@H](OC(CCC(=O)O)=O)C(CO[Si](C)(C)C(C)(C)C)(C)C)=O)=O)=O)=O